piperazine potassium salt [K].N1CCNCC1